FC(C(=O)O)(F)F.CN1C(N(C2=C1C=C(C=C2)C2CCN(CC2)C2CCN(CC2)CC2CCNCC2)C2C(NC(CC2)=O)=O)=O 3-(3-methyl-2-oxo-5-(1'-(piperidin-4-ylmethyl)-[1,4'-bipiperidin]-4-yl)-2,3-dihydro-1H-benzo[d]imidazol-1-yl)piperidine-2,6-dione trifluoroacetate